FC1=CC(=C(C(=O)OC)C=C1)OC=1C=C2C(NC1)=NC=C2 methyl 4-fluoro-2-(7H-pyrrolo[2,3-b]pyridin-5-yloxy)benzoate